CC=1C(NC(N(C1)[C@H]1O[C@H](C=C1)COC(C1=CC=CC=C1)(C1=CC=CC=C1)C1=CC=CC=C1)=O)=O 5-methyl-1-((2S,5R)-5-((trityloxy)methyl)-2,5-dihydrofuran-2-yl)pyrimidine-2,4(1H,3H)-dione